methyl 6-[(3-aminopyridin-2-yl)amino]nicotinate NC=1C(=NC=CC1)NC1=NC=C(C(=O)OC)C=C1